FC1=CC=CC=2[C@H](C3(CCNCC3)OC21)N (R)-7-fluoro-3H-spiro[benzofuran-2,4'-piperidin]-3-amine